S1C=NC=C1B1OC(C)(C)C(C)(C)O1 thiazole-5-boronic acid pinacol ester